C(C)OC(C)N1N=CC(=C1)C1=C(C=2N(C=N1)N=C(N2)NC2CCN(CC2)S(=O)(=O)Cl)OC(C)C 4-({7-[1-(1-Ethoxyethyl)pyrazol-4-yl]-8-isopropoxy-[1,2,4]triazolo[1,5-c]pyrimidin-2-yl}amino)piperidine-1-sulfonyl chloride